5-[2,5-Bis(trifluoromethyl)imidazo[4,5-b]pyridin-3-yl]-7-methyl-indolin FC(C1=NC=2C(=NC(=CC2)C(F)(F)F)N1C=1C=C2CCNC2=C(C1)C)(F)F